1-(4-(benzyloxy)phenyl)-6-((tert-butyldimethylsilyl)oxy)-1,2,3,4-tetrahydronaphthalen-1-ol C(C1=CC=CC=C1)OC1=CC=C(C=C1)C1(CCCC2=CC(=CC=C12)O[Si](C)(C)C(C)(C)C)O